NC1=NC=NN2C1=CC=C2[C@H]2[C@@H]([C@@H]([C@@](O2)(C#N)COP(=O)(OC2=CC=CC=C2)N[C@@H](C)C(=O)OC2CCC(CC2)OC)O)O 4-methoxycyclohexyl ((((2R,3S,4R,5S)-5-(4-aminopyrrolo[2,1-f][1,2,4]triazin-7-yl)-2-cyano-3,4-dihydroxytetrahydrofuran-2-yl)methoxy)(phenoxy)phosphoryl)alaninate